2-amino-4-(6-chloro-8-fluoro-2-(((2R,7aS)-2-fluoro-tetrahydro-1H-pyrrolizin-7a(5H)-yl)methoxy)-4-(5-oxo-1,4-diazepan-1-yl)quinazolin-7-yl)-7-fluorobenzo-[b]thiophene-3-carbonitrile NC1=C(C2=C(S1)C(=CC=C2C2=C(C=C1C(=NC(=NC1=C2F)OC[C@]21CCCN1C[C@@H](C2)F)N2CCNC(CC2)=O)Cl)F)C#N